C(C)OC(C(C(=O)OCC)C=1C(=NC(=CC1)Cl)Cl)=O 2-(2,6-dichloro-3-pyridinyl)malonic acid diethyl ester